C(C)(C)(C)OC(=O)N1CC(C1)OC=1C=C(C=C2C(=NC=NC12)NCC=1N=NC(=CC1)C)C1=CC=C(C=C1)F tert-butyl-3-[6-(4-fluorophenyl)-4-[(6-methylpyridazin-3-yl)methylamino]quinazolin-8-yl]oxyazetidine-1-carboxylate